O1C=NC=C1C1=CC=CC2=C1CCCO[C@H]2CN ([(1R)-6-(1,3-oxazol-5-yl)-1,3,4,5-tetrahydro-2-benzoxepin-1-yl]methyl)amine